ClC=1C=C(C=CC1Cl)[C@H](CN1CCCC1)NS(=O)(=O)C1=CC=C(C=C1)OC(F)(F)F (R)-N-(1-(3,4-dichlorophenyl)-2-(pyrrolidin-1-yl)ethyl)-4-(trifluoromethoxy)benzenesulfonamide